2-(7-{2-phenyl-6-[(E)-((Z)-1-propenyl)-buta-1,3-dienyl]-pyrimidine-4-yl}-7H-7-azabenzo[de]anthracene-3-yl)-benzoic acid methyl ester COC(C1=C(C=CC=C1)C=1C=CC2=C3C1C=CC=C3N(C=3C=CC=CC23)C2=NC(=NC(=C2)\C=C\C=C\C=C/C)C2=CC=CC=C2)=O